[N-](S(=O)(=O)C(F)(F)F)S(=O)(=O)C(F)(F)F.C(C)[N+]1(CCCCC1)CCCCC 1-ethyl-1-pentylpiperidinium bis(trifluoromethylsulfonyl)imide salt